C(C1=CC=CC=C1)OC[C@H]1OCC(CN(C1)C(=O)OC(C)(C)C)(O)C=C tert-butyl (2S)-2-[(benzyloxy)methyl]-6-ethenyl-6-hydroxy-1,4-oxazepane-4-carboxylate